2-fluoro-1,3,5-tribenzoyl-alpha-D-arabinofuranose F[C@]1([C@@](O)(O[C@@H]([C@]1(O)C(C1=CC=CC=C1)=O)C(O)C(C1=CC=CC=C1)=O)C(C1=CC=CC=C1)=O)O